C(C)(C)(C)OC(=O)N(C(OC(C)(C)C)=O)C1=NC(=NC=C1Cl)Cl tert-butyl N-tert-butoxycarbonyl-N-(2,5-dichloropyrimidin-4-yl)carbamate